3-[5-[(1,3-Dihydro-1,3-dioxo-2H-inden-2-ylidene)methyl]-2-furanyl]-4-methylbenzoic acid O=C1C(C(C2=CC=CC=C12)=O)=CC1=CC=C(O1)C=1C=C(C(=O)O)C=CC1C